COC1=C(C=C2C(=NC(=NC2=C1)C)O)OC1COCC1 7-methoxy-2-methyl-6-((tetrahydrofuran-3-yl)oxy)quinazolin-4-ol